5-(allyloxy)-2-hydroxybenzaldehyde C(C=C)OC=1C=CC(=C(C=O)C1)O